3-bromo-4-(cyclohexylamino)-N-methylbenzenesulfonamide BrC=1C=C(C=CC1NC1CCCCC1)S(=O)(=O)NC